1-(4-(2-(2-(2-aminoethoxy)ethoxy)ethoxy)-3-methoxyphenyl)-7-(4-hydroxy-3-methoxyphenyl)hepta-1,6-diene-3,5-dione NCCOCCOCCOC1=C(C=C(C=C1)C=CC(CC(C=CC1=CC(=C(C=C1)O)OC)=O)=O)OC